FC1(C(C2=CC=CC=C2C(C1)CC=1SC=CC1)=O)F 2,2-difluoro-4-(thiophen-2-ylmethyl)-3,4-dihydronaphthalene-1(2H)-one